tert-butyl (E)-(3-fluoro-2-((3-fluoro-5-((7-methyl-4-oxo-2-thioxo-2,3,4,5-tetrahydro-1H-pyrrolo[3,2-d]pyrimidin-1-yl)methyl)phenoxy)methyl)allyl)carbamate F/C=C(\CNC(OC(C)(C)C)=O)/COC1=CC(=CC(=C1)CN1C(NC(C2=C1C(=CN2)C)=O)=S)F